4a-(2-isopropylphenyl)hexahydro-2H-benzo[b][1,4]oxazin-3(4H)-one C(C)(C)C1=C(C=CC=C1)C12C(OCC(N1)=O)CCCC2